C(C)(C)(C)OC(=O)N1CCN(CC1)C1=NN=C(C2=CC(=C(C=C12)Cl)Cl)Cl 4-(4,6,7-trichlorophthalazin-1-yl)piperazine-1-carboxylic acid tert-butyl ester